17-Hydroxy-11-[4-(methylsulfonyl)phenyl]-17-(pentafluoroethyl)-estra-4,9-dien-3-one OC1([C@]2(C)[C@@H](CC1)[C@@H]1CCC3=CC(CCC3=C1C(C2)C2=CC=C(C=C2)S(=O)(=O)C)=O)C(C(F)(F)F)(F)F